C1(=CC=CC=C1)NC=1C=CC=C2C=CC=CC12 8-(Phenylamino)naphthalen